N-Methyl-D-Aspartat CN[C@H](CC(=O)[O-])C(=O)[O-]